benzyl (S)-(1-((6-methoxy-3-vinylpyridin-2-yl)amino)-1-oxobut-3-en-2-yl)carbamate COC1=CC=C(C(=N1)NC([C@H](C=C)NC(OCC1=CC=CC=C1)=O)=O)C=C